4,4'-(1-phenylethane-1,1-diyl)diphenol C1(=CC=CC=C1)C(C)(C1=CC=C(C=C1)O)C1=CC=C(C=C1)O